CS(=O)(=O)CC12CNC(CC1)C2 4-(methylsulfonylmethyl)-2-azabicyclo[2.2.1]heptane